N-(4-(5-(2-(3,3-difluoroazetidin-1-yl)-6-methylpyrimidin-4-yl)-1,3,4-oxadiazole-2-yl)-3-(6-azaspiro[2.5]octane-6-yl)phenyl)-2-hydroxyethane-1-sulfonamide FC1(CN(C1)C1=NC(=CC(=N1)C1=NN=C(O1)C1=C(C=C(C=C1)NS(=O)(=O)CCO)N1CCC2(CC2)CC1)C)F